C(CCC)N(C(=O)Cl)CCCC N,N-dibutylcarbamoyl chloride